FC1=C(C=C(CC=2NC=NN2)C=C1)C 5-(4-fluoro-3-methylbenzyl)-4H-1,2,4-triazole